10-(benzyloxy)-3-(3-(indoline-1-carbonyl)phenyl)-2-methyl-5,6-dihydro-2H-2,6-methanobenzo[g][1,3,5]oxadiazocin-4(3H)-one C(C1=CC=CC=C1)OC1=CC=CC=2C3NC(N(C(OC21)(C3)C)C3=CC(=CC=C3)C(=O)N3CCC2=CC=CC=C32)=O